C(C=O)=O ethandione